P(O)(=O)(OP(=O)(O)O)OC[C@@H]1[C@H]([C@H]([C@@H](O1)N1C=NC=2C(N)=NC=NC12)O)O Adenosin-diphosphat